FC(S(=O)(=O)OC1=CC(=C(C=C1)C=1C=2N(C=C(C1)C=1C=NN(C1)C)N=CC2C#N)OC)(F)F 4-(3-cyano-6-(1-methyl-1H-pyrazol-4-yl)pyrazolo[1,5-a]pyridin-4-yl)-3-methoxyphenyl trifluoromethanesulfonate